NCCCCCC1=CC2=C(NC(N2C)=O)C=C1 5-(5-aminopentyl)-3-methyl-2-oxo-benzimidazole